COCCOC(C1=CC=C(C=C1)OC)=O 4-methoxybenzoic acid-2-methoxyethyl ester